IC=1N=C(C(=NC1)OCC(C)OC)C 5-iodo-2-(2-methoxypropoxy)-3-methylpyrazine